BrC1=CC(=C(OCC(=O)O)C=C1)C(CC)(F)F [4-bromo-2-(1,1-difluoropropyl)phenoxy]acetic acid